N1(CCC1)C1=CC(=C(C=N1)N1C(NC2(C1)CCC(CC2)(C2=CC=CC=C2)N(C)C)=O)F 3-(6-(azetidin-1-yl)-4-fluoropyridin-3-yl)-8-(dimethylamino)-8-phenyl-1,3-diazaspiro[4.5]decan-2-one